6-(2-morpholinoethoxy)pyridin-3-amine O1CCN(CC1)CCOC1=CC=C(C=N1)N